FC(C(=O)O)(F)F.COC1=CC=C(C=C1)C1=C(N(C=2N=CN=C(C21)N)C)C=2C=NN(C2)C2CCNCC2 5-(4-methoxyphenyl)-7-methyl-6-(1-(piperidin-4-yl)-1H-pyrazol-4-yl)-7H-pyrrolo[2,3-d]pyrimidin-4-amine trifluoroacetate salt